CC1=C(C=C(C=O)C(=C1)OC)C=O 4-methyl-6-methoxyisophthalaldehyde